(S)-4-amino-7-methyl-N-(1-methyl-1H-pyrazol-4-yl)-N-(6-(trifluoromethyl)-2,3-dihydrobenzofuran-3-yl)imidazo[1,5-a]quinoxaline-8-carboxamide NC=1C=2N(C3=CC(=C(C=C3N1)C)C(=O)N([C@@H]1COC3=C1C=CC(=C3)C(F)(F)F)C=3C=NN(C3)C)C=NC2